FC1(CCN(CC1)S(=O)(=O)C=1C=NN2C1CN(CC2)C(=O)OC(C)(C)C)F tert-butyl 3-[(4,4-difluoropiperidin-1-yl)sulfonyl]-4H,5H,6H,7H-pyrazolo[1,5-a]pyrazine-5-carboxylate